The molecule is a dicarboximide that is 4-(2-hydroxyethyl)piperidine-2,6-dione in which one of the hydrogens attached to the carbon bearing the hydroxy group is replaced by a 3,5-dimethyl-2-oxocyclohexyl group. It is an antibiotic produced by the bacterium Streptomyces griseus. It has a role as a bacterial metabolite, a protein synthesis inhibitor, a neuroprotective agent and an anticoronaviral agent. It is a member of piperidones, a piperidine antibiotic, an antibiotic fungicide, a dicarboximide, a secondary alcohol and a cyclic ketone. It derives from a piperidine-2,6-dione. C[C@H]1C[C@@H](C(=O)[C@@H](C1)[C@@H](CC2CC(=O)NC(=O)C2)O)C